tert-butyl (2R,4r,6S)-4-(2-((trans-4-(3-(4-cyano-3-(trifluoromethyl) phenyl)-5,5-dimethyl-4-oxo-2-thioxoimidazolidin-1-yl) cyclohexyl) oxy) ethyl)-2,6-dimethylpiperidine-1-carboxylate C(#N)C1=C(C=C(C=C1)N1C(N(C(C1=O)(C)C)[C@@H]1CC[C@H](CC1)OCCC1C[C@H](N([C@H](C1)C)C(=O)OC(C)(C)C)C)=S)C(F)(F)F